ClC1=C(C(=O)NC=2C=C3C=C(N(C3=CC2)COCC)C(=O)NC2=CC=C(C=C2)F)C=C(C=C1)CNC(C(C)C)=O 5-(2-chloro-5-(isobutyrylaminomethyl)benzoylamino)-1-(ethoxymethyl)-N-(4-fluorophenyl)-1H-indole-2-carboxamide